benzyl (2R,3S,5S)-2-(hydroxymethyl)-5-(methoxymethyl)-3-[[(4-methoxyphenyl)methyl]amino]pyrrolidine-1-carboxylate OC[C@@H]1N([C@@H](C[C@@H]1NCC1=CC=C(C=C1)OC)COC)C(=O)OCC1=CC=CC=C1